5-(4,4-dimethyl-3-((6-methylpyridin-3-yl)methyl)-5-oxo-2-thioxoimidazolidin-1-yl)-3-(methylthio)picolinonitrile CC1(N(C(N(C1=O)C=1C=C(C(=NC1)C#N)SC)=S)CC=1C=NC(=CC1)C)C